[O-]S(=O)(=O)C(F)(F)F.C(CCC)[N+]1=CC=CC=C1 N-Butylpyridinium triflat